C1(=CCCCC1)[C@@H]1NC(OC1(C)C)=O (S)-4-(1-cyclohexenyl)-5,5-dimethyl-oxazolidinone